i-Amylnitrat C(CC(C)C)O[N+](=O)[O-]